C1(CC1)C1CN(C1)C=1C=2N(N=C(C1)C=1C(=NC(=NC1)OC)OC)C=CN2 8-(3-cyclopropylazetidin-1-yl)-6-(2,4-dimethoxypyrimidin-5-yl)imidazo[1,2-b]pyridazine